NC1=CC(=CC=2N(C(N(C21)C)=O)CC2=CC=CC=C2)C2=CC=NN2C 4-amino-1-benzyl-3-methyl-6-(1-methyl-1H-pyrazol-5-yl)-1H-benzo[d]imidazol-2(3H)-one